(3R)-3-methyl-4-[7-(1-methyl-1H-pyrazol-4-yl)-3-[1-(oxan-2-yl)-1H-pyrazol-5-yl]pyrazolo[1,5-a]pyrimidin-5-yl]morpholine C[C@H]1N(CCOC1)C1=NC=2N(C(=C1)C=1C=NN(C1)C)N=CC2C2=CC=NN2C2OCCCC2